silylnorbornene C1CC2(CC1C=C2)[Si]